4-fluoro-1-(6-(trifluoromethyl)pyridin-2-yl)piperidin FC1CCN(CC1)C1=NC(=CC=C1)C(F)(F)F